2'-hydroxy-4'-methoxy-2,4-dimethoxy-chalcone OC1=C(C(/C=C/C2=C(C=C(C=C2)OC)OC)=O)C=CC(=C1)OC